7-fluoro-1-methyl-2-(4-(methylsulfonyl)phenyl)-5-(1-(8-(tetrahydro-2H-pyran-4-yl)-8-azabicyclo[3.2.1]octan-3-yl)piperidin-4-yl)-1H-benzo[d]imidazole FC1=CC(=CC2=C1N(C(=N2)C2=CC=C(C=C2)S(=O)(=O)C)C)C2CCN(CC2)C2CC1CCC(C2)N1C1CCOCC1